C[C@@H]1N(CC=C(C1)OS(=O)(=O)C(F)(F)F)C(=O)OC(C)(C)C tert-butyl (S)-2-methyl-4-(((trifluoromethyl) sulfonyl) oxy)-3,6-dihydropyridine-1(2H)-carboxylate